FC(CN1N=CC=2C1=NC(=NC2)N2CCC1(CCN(C1=O)C1=NC(=NC=C1)C(F)(F)F)CC2)F 8-(1-(2,2-difluoroethyl)-1H-pyrazolo[3,4-d]pyrimidin-6-yl)-2-(2-(trifluoromethyl)pyrimidin-4-yl)-2,8-diazaspiro[4.5]decan-1-one